N-(4-(bis(2-hydroxyethyl)amino)-2-chlorophenyl)-5'-(4-fluorophenyl)-3'-(trifluoromethyl)-1H,3'H-[2,4'-biimidazole]-5-carboxamide lead manganese lead titanium [Ti].[Pb].[Mn].[Pb].OCCN(C1=CC(=C(C=C1)NC(=O)C1=CN=C(N1)C=1N(C=NC1C1=CC=C(C=C1)F)C(F)(F)F)Cl)CCO